FC1=C(C=C(C=C1)OC(F)(F)F)OC(NC1=CC=CC=C1)=O (2-fluoro-5-(trifluoromethoxy)phenyl)phenylcarbamate